COC1=NC=C(C=C1OC)C=C 2,3-dimethoxy-5-vinylpyridine